NCC(=O)C1=CC=CC=C1 aminophenylethanone